Triethoxy(2-vinylphenyl)silane C(C)O[Si](C1=C(C=CC=C1)C=C)(OCC)OCC